FC1=C(C=CC=C1)NC1=C(C=CC=C1)F N,N-bis(2-fluorophenyl)amine